FC=1C(=CC2=C(C(N3[C@@H](CO2)C[C@@H](C3)OC3=NC=C2CCC(NC2=C3)=O)=O)C1OCCCF)C (2S,11aR)-7-Fluoro-6-(3-fluoropropoxy)-8-methyl-2-((2-oxo-1,2,3,4-tetrahydro-1,6-naphthyridin-7-yl)oxy)-2,3,11,11a-tetrahydro-1H,5H-benzo[f]pyrrolo[2,1-c][1,4]oxazepin-5-one